Ethyl 2-[3,5-dichloro-4-[(3R,4R)-6-[2,6-dichloro-4-(3-methoxy-3-oxo-propyl)phenoxy]-3,4-dihydroxyhexoxy]phenyl]-5-ethyl-oxazole-4-carboxylate ClC=1C=C(C=C(C1OCC[C@H]([C@@H](CCOC1=C(C=C(C=C1Cl)CCC(=O)OC)Cl)O)O)Cl)C=1OC(=C(N1)C(=O)OCC)CC